2-[4-[(E)-3-Oxo-3-phenylprop-1-enyl]phenoxy]-N-[(1R,4S,5R,8S,9R,10S,12R,13R)-1,5,9-trimethyl-11,14,15,16-tetraoxatetracyclo[10.3.1.04,13.08,13]hexadecan-10-yl]acetamide O=C(/C=C/C1=CC=C(OCC(=O)N[C@@H]2[C@@H]([C@@H]3CC[C@H]([C@@H]4CC[C@]5(OO[C@]43[C@H](O2)O5)C)C)C)C=C1)C1=CC=CC=C1